propyl-dimethylaminoacetic acid C(CC)C(C(=O)O)N(C)C